hexamethyldisilazane potassium salt C[Si](C)(C)[N-][Si](C)(C)C.[K+]